N-(2-((7-(2,6-dichloro-3,5-dimethoxyphenyl)-5-((1-methylpyrrolidin-3-yl)amino)-2,6-naphthyridin-3-yl)amino)-3-methylphenyl)acrylamide ClC1=C(C(=C(C=C1OC)OC)Cl)C1=NC(=C2C=C(N=CC2=C1)NC1=C(C=CC=C1C)NC(C=C)=O)NC1CN(CC1)C